ClC=1C2=C(C3=C(CN(S(N3)(=O)=O)CCCOC)C1)NC=C2Cl 6,7-dichloro-3-(3-methoxypropyl)-4,9-dihydro-1H-pyrrolo[3,2-h][2,1,3]benzothiadiazine 2,2-dioxide